Tetraallyl 1,2,3,4-cyclopentanetetracarboxylate C1(C(C(C(C1)C(=O)OCC=C)C(=O)OCC=C)C(=O)OCC=C)C(=O)OCC=C